2-[(2R)-3-(3,4-dihydro-1H-isoquinolin-2-yl)-2-hydroxy-propyl]-4,4-dimethyl-6-(4-pyrrolidin-1-yl-1-piperidinyl)-3H-isoquinolin-1-one C1N(CCC2=CC=CC=C12)C[C@H](CN1C(C2=CC=C(C=C2C(C1)(C)C)N1CCC(CC1)N1CCCC1)=O)O